ClC=1C=C(OCC2CN(CC2)C(=O)OC(C)(C)C)C=C(C1)NC(CCC=1C=C2C(N(CC2=CC1)C1C(NC(CC1)=O)=O)=O)=O tert-butyl 3-((3-chloro-5-(3-(2-(2,6-dioxopiperidin-3-yl)-3-oxoisoindolin-5-yl)propanamido)phenoxy)methyl)pyrrolidine-1-carboxylate